C1(CC1)C(=O)NC=1SC2=C(N1)C=CC=C2C=2C=C(C=CC2)N2N=C(C=C2)P(=O)(NC(C(=O)OCC)(C)C)NC(C(=O)OCC)(C)C ethyl 2-[[[1-[3-[2-(cyclopropanecarbonylamino)-1,3-benzothiazol-7-yl] phenyl] pyrazol-3-yl]-[(2-ethoxy-1,1-dimethyl-2-oxo-ethyl) amino] phosphoryl] amino]-2-methyl-propanoate